NCCCC(=O)OC1CCC2(C3CCC4(C(CCC4C3CC=C2C1)[C@H](C)CCCC(C)C)C)C 10,13-dimethyl-17-((R)-6-methylheptan-2-yl)-2,3,4,7,8,9,10,11,12,13,14,15,16,17-tetradecahydro-1H-cyclopenta[a]phenanthren-3-yl 4-aminobutanoate